N-((3,3-difluorocyclobutyl)methyl)-5-(2-((2,2,2-trifluoroethyl)amino)-7H-pyrrolo[2,3-d]pyrimidin-5-yl)pyrazolo[1,5-a]pyridine-3-carboxamide FC1(CC(C1)CNC(=O)C=1C=NN2C1C=C(C=C2)C2=CNC=1N=C(N=CC12)NCC(F)(F)F)F